quinoline-6-carboxylate N1=CC=CC2=CC(=CC=C12)C(=O)[O-]